FC1=CC(=CC=2NC(=NC21)C=2C=NC=C(C2N2CC(C2)CN)C2=CC(=CC(=C2)OC)F)F 1-{1-[3-(4,6-difluoro-1H-1,3-benzodiazol-2-yl)-5-(3-fluoro-5-methoxyphenyl)pyridin-4-yl]azetidin-3-yl}methanamine